FC(C1=CC(=NC=C1)[C@@H]1C[C@H](C1)N)(F)F (trans)-3-(4-(trifluoromethyl)pyridin-2-yl)cyclobutan-1-amine